5-(4-(tert-butyl)phenyl)-N-phenyl-1,3,4-oxadiazol-2-amine C(C)(C)(C)C1=CC=C(C=C1)C1=NN=C(O1)NC1=CC=CC=C1